2,3',4,5'-tetraacetyloxy-trans-stilbene C(C)(=O)OC1=C(C=CC(=C1)OC(C)=O)\C=C\C1=CC(=CC(=C1)OC(C)=O)OC(C)=O